Methyl 6-(3-methoxyazetidin-1-yl)-5-(4,4,5,5-tetramethyl-1,3,2-dioxaborolan-2-yl)pyridine-2-carboxylate COC1CN(C1)C1=C(C=CC(=N1)C(=O)OC)B1OC(C(O1)(C)C)(C)C